FC1=C(C=C(C=C1)NC(=O)C=1N(C=C2C1OCC1C(NS2(=O)=O)CN(C1)C=1OC=NN1)C)C N-(4-Fluoro-3-methylphenyl)-7-methyl-2-(1,3,4-oxadiazol-2-yl)-2,3,3a,4,10,10a-hexahydro-1H,7H-dipyrrolo[3,4-b:3',4'-f][1,4,5]oxathiazocin-8-carboxamid-5,5-dioxid